3,7-diethyl-3,7-dimethyl-nonane C(C)C(CC)(CCCC(CC)(C)CC)C